1-(5-carboxypentyl)-2-[(1E,3E,5E,7Z)-7-(1-ethyl-5-sulfo-1,3-dihydro-2H-indol-2-ylidene)hepta-1,3,5-trien-1-yl]-3H-indolium-5-sulfonate C(=O)(O)CCCCC[N+]1=C(CC2=CC(=CC=C12)S(=O)(=O)[O-])\C=C\C=C\C=C\C=C\1/N(C2=CC=C(C=C2C1)S(=O)(=O)O)CC